FC([S+]1C=2C=CC=CC2SC2=CC=CC=C12)(F)F 5-(trifluoromethyl)-thianthrenium